COC(C(=O)OC)=COC methyl 2,3-dimethoxyacrylate